[4-(6-Bromo-2-oxo-2H-chromen-3-yl)-thiazol-2-yl]-acetonitrile BrC=1C=C2C=C(C(OC2=CC1)=O)C=1N=C(SC1)CC#N